(naphthylphenyl)(dibenzothiophenyl)carbazole C1(=CC=CC2=CC=CC=C12)C1=C(C=CC=C1)C1=C(C=2NC3=CC=CC=C3C2C=C1)C1=CC=CC=2SC3=C(C21)C=CC=C3